3-((2-((4-(1-(1-isopropyl-6-((2-(4-methoxypiperidin-1-yl)pyrimidin-4-yl)amino)-1H-pyrazolo[4,3-c]pyridin-3-yl)piperidin-4-yl)piperazin-1-yl)methyl)phenyl)amino)piperidine-2,6-dione C(C)(C)N1N=C(C=2C=NC(=CC21)NC2=NC(=NC=C2)N2CCC(CC2)OC)N2CCC(CC2)N2CCN(CC2)CC2=C(C=CC=C2)NC2C(NC(CC2)=O)=O